3-(5-Fluoropyridin-2-yl)-3-oxopropanoic acid Ethyl ester C(C)OC(CC(=O)C1=NC=C(C=C1)F)=O